CON(C(=O)C12CCC(CC1)(C2)COC2OCCCC2)C N-methoxy-N-methyl-4-(((tetrahydro-2H-pyran-2-yl)oxy)methyl)bicyclo[2.2.1]heptane-1-carboxamide